FC=1C=C(C=C(C1)F)[C@@H]1CCN2N1C(C1(C2)CCN(CC1)C1=NC=NC(=C1)C1=CC=CC=C1)=O (S)-7'-(3,5-difluorophenyl)-1-(6-phenylpyrimidin-4-yl)dihydro-1'H,3'H,5'H-spiro[piperidine-4,2'-pyrazolo[1,2-a]pyrazol]-1'-one